FC=1C=C(C(=O)N2CCN(CC2)C2=CC=C(N=N2)C(=O)NS(=O)(=O)C2=CC(=C(C=C2)NCCSC2=CC=CC=C2)[N+](=O)[O-])C=CC1C=1C=NC=C(C1)O 6-[4-[3-Fluoro-4-(5-hydroxypyridin-3-yl)benzoyl]piperazin-1-yl]-N-[3-nitro-4-(2-phenylsulfanylethylamino)phenyl]sulfonylpyridazine-3-carboxamide